3-amino-1-[2-(2-ethoxypyridin-3-yl)-3'-ethyl-1'-[6-methoxy-2-(trifluoromethyl)pyridin-3-yl]-6H-spiro[1,7-naphthyridine-5,4'-piperidin]-7(8H)-yl]propan-1-one NCCC(=O)N1CC2(C(CN(CC2)C=2C(=NC(=CC2)OC)C(F)(F)F)CC)C=2C=CC(=NC2C1)C=1C(=NC=CC1)OCC